(1R,5R,6R)-3-(6-chloro-2-((1-((dimethylamino)methyl)cyclopropyl)methoxy)-8-fluoro-7-(3-hydroxynaphthalen-1-yl)quinazolin-4-yl)-3,8-diazabicyclo[3.2.1]octan-6-ol ClC=1C=C2C(=NC(=NC2=C(C1C1=CC(=CC2=CC=CC=C12)O)F)OCC1(CC1)CN(C)C)N1C[C@H]2C[C@H]([C@@H](C1)N2)O